C(CC(O)(C(=O)[O-])CC(=O)[O-])(=O)OCC 1-ethyl citrate